C1(CC1)N1N=CC(=C1)[C@H]1CN(C[C@H](O1)C)C=1N=C(C2=C(C(NN=C2)=O)N1)C=1C=NC(=CC1)C(F)(F)F 2-[(2S,6R)-2-(1-cyclopropylpyrazol-4-yl)-6-methyl-morpholin-4-yl]-4-[6-(trifluoromethyl)-3-pyridyl]-7H-pyrimido[4,5-d]pyridazin-8-one